tert-butyl 4-[1-[4-(trifluoromethoxy)phenyl]pyrazol-4-yl]piperidine-1-carboxylate FC(OC1=CC=C(C=C1)N1N=CC(=C1)C1CCN(CC1)C(=O)OC(C)(C)C)(F)F